C1CC[C@H]2[C@@H]3[C@@H](C[C@H]([C@@H]12)C3)C=O |o1:3,4,5,7,8| rel-(3aR,4R,5R,7R,7aR)-octahydro-4,7-methano-1H-indene-5-carboxaldehyde